2-(methoxyimino)propan-1-one CON=C(C=O)C